Methoxybutyl Peroxydicarbonate C(=O)(OCCCCOC)OOC(=O)[O-]